ClC1=CC=C(C(=O)NC(C(=O)SC)CC2=CC(NC3=CC=CC=C23)=O)C=C1 S-Methyl 2-(4-chlorobenzoylamino)-3-(2-oxo-1,2-dihydroquinolin-4-yl)thiopropionate